ClC=1C=C(C=C(C1)Cl)NC1C(N(CCC1)C1CN(CCC1O)C(=O)OC(C)(C)C)=O trans-tert-butyl 3-(3,5-dichlorophenylamino)-4'-hydroxy-2-oxo-1,3'-bipiperidine-1'-carboxylate